4,5,6,7-tetrahydrobenzo[d]thiophene-3-carboxylic acid S1C=C(C2=C1CCCC2)C(=O)O